CC1CN(CC(O1)C)C(CCCCCCCCCC)=O 1-(2,6-dimethylmorpholin-4-yl)undecan-1-one